(2S,4R)-1-[(2S)-2-(4-cyclopropyltriazol-1-yl)-3,3-dimethyl-butanoyl]-N-[(3-fluoro-4-methyl-2-pyridyl)methyl]-4-hydroxy-pyrrolidine-2-carboxamide C1(CC1)C=1N=NN(C1)[C@H](C(=O)N1[C@@H](C[C@H](C1)O)C(=O)NCC1=NC=CC(=C1F)C)C(C)(C)C